(S)-4-(3-amino-1-(isoquinolin-6-ylamino)-1-oxopropan-2-yl)benzyl alcohol mono-toluenesulfonate C(C1=CC=CC=C1)S(=O)(=O)OCC1=CC=C(C=C1)[C@H](C(=O)NC=1C=C2C=CN=CC2=CC1)CN